(R)-3-((5-amino-1,3,4-thiadiazol-2-yl)amino)pyrrolidine-1-carboxylic acid tert-butyl ester C(C)(C)(C)OC(=O)N1C[C@@H](CC1)NC=1SC(=NN1)N